CC(C(C)C)OC(O[C@]1(O[C@H]([C@@H]2O[C@H](O[C@@H]21)OC)C2=CC=C1C(=NC=NN12)N)C#N)=O carbonic acid ((2R,3aS,4R,6S,6aS)-6-(4-aminopyrrolo[2,1-f][1,2,4]triazin-7-yl)-4-cyano-2-methoxytetrahydrofurano[3,4-d][1,3]dioxol-4-yl) methylisobutyl ester